C[Si](C)(C)COC(C(=C)C#N)=O trimethylsilylmethyl-α-cyanoacrylate